C(CCC)OC(C)COC(C)CO dipropyleneglycol butyl ether